NC1=C(C=C(C=N1)NC(C(=O)N1[C@@H](C[C@H]([C@H](C1)C)OC)C=1C=CC2=C(N=CS2)C1)=O)C |o1:12,14,15| Rel-N-(6-amino-5-methyl-3-pyridyl)-2-[(2S,4R,5S)-2-(1,3-Benzothiazol-5-yl)-4-methoxy-5-methyl-1-piperidyl]-2-oxo-acetamide